Cl.N(C1=CC=CC=C1)C=CC=NC1=CC=CC=C1 N-(3-anilino-2-propenylidene)aniline hydrochloride